N-((5-(5-(difluoromethyl)-1,3,4-oxadiazol-2-yl)pyridin-2-yl)methyl)-3-fluoro-N-(3-fluorophenyl)-1-(tetrahydro-2H-thiopyran-4-yl)azetidine-3-carboxamide FC(C1=NN=C(O1)C=1C=CC(=NC1)CN(C(=O)C1(CN(C1)C1CCSCC1)F)C1=CC(=CC=C1)F)F